C(C)C1=C(NC2=CC=C(C=C12)C1CCN(CC1)CC=1N=C(SC1)C(C)C)C1=C2C(=NC=C1)NN=C2 4-((4-(3-ethyl-2-(1H-pyrazolo[3,4-b]pyridin-4-yl)-1H-indol-5-yl)piperidin-1-yl)methyl)-2-isopropylthiazole